methacryloxyethyl-trimethyl-ammonium chloride acrylate C(C=C)(=O)[O-].[Cl-].C(C(=C)C)(=O)OCC[N+](C)(C)C.C(C(=C)C)(=O)OCC[N+](C)(C)C